4-[[(1S,2S)-6-chloro-2-(dimethylamino)-4-(trifluoromethyl)-2,3-dihydro-1H-inden-1-yl]oxy]-3-methylbenzene ClC1=CC(=C2C[C@@H]([C@H](C2=C1)OC1=C(C=CC=C1)C)N(C)C)C(F)(F)F